N1(C=NC=C1)C=1C=C(CN(C2=CC=C(C=C2)COCCOCC2=CC(=CC=C2)OC)CC2=CC(=CC=C2)OC)C=CC1 N-(3-(1H-imidazol-1-yl)benzyl)-N-(3-methoxybenzyl)-4-((2-(3-methoxybenzyloxy)ethoxy)methyl)aniline